C(C)(C)(C)OC(=O)N[C@]1([C@@H](C[C@H](CC1)C(=O)O)O)C (1S,3R,4R)-4-(tert-butoxycarbonylamino)-3-hydroxy-4-methyl-cyclohexanecarboxylic acid